C(C)(C)C=CC1=CC=CC=C1 iso-propyl-styrene